(S)-3-hydroxy-N-(1-(5-(4-isopropylphenyl)-1,3,4-oxadiazol-2-yl)ethyl)-4-methoxypicolinamide OC=1C(=NC=CC1OC)C(=O)N[C@@H](C)C=1OC(=NN1)C1=CC=C(C=C1)C(C)C